(S)-1-(3-oxo-3-((S)-3-(trifluoromethyl)-6,7,7a,8,10,11-hexahydropyrazino[1,2-a]pyrido[3,2-f][1,4]diazepin-9(5H)-yl)propoxy)propanol O=C(CCO[C@@H](CC)O)N1C[C@H]2N(C3=C(CNC2)C=C(C=N3)C(F)(F)F)CC1